N,N-bis(2-hydroxyethyl)-1,3-diaminopropane OCCN(CCCN)CCO